OP(O)(=O)OP(=O)([O-])[O-].C(CCC)[N+](CCCC)(CCCC)CCCC.C(CCC)[N+](CCCC)(CCCC)CCCC di(tetrabutylammonium) dihydrogen pyrophosphate